hexamethylenebis(trimethylammonium) hydroxide [OH-].C[N+](CCCCCC[N+](C)(C)C)(C)C.[OH-]